5-fluoro-N-[(2R)-1-hydroxypropan-2-yl]-4-[4-methyl-5-oxo-3-(prop-2-yl)-4,5-dihydro-1H-1,2,4-triazol-1-yl]-2-{[(2S)-4-methylpent-2-yl]oxy}benzamide FC=1C(=CC(=C(C(=O)N[C@@H](CO)C)C1)O[C@@H](C)CC(C)C)N1N=C(N(C1=O)C)C(C)C